(2R,3S,4R,5R)-5-cyano-2-((2-cyclohexylacetoxy)methyl)-4-hydroxy-5-(4-((S)-2-methylbutanamido)pyrrolo[2,1-f][1,2,4]triazin-7-yl)tetrahydrofuran-3-yl (S)-2-amino-3,3-dimethylbutanoate N[C@H](C(=O)O[C@@H]1[C@H](O[C@]([C@@H]1O)(C1=CC=C2C(=NC=NN21)NC([C@H](CC)C)=O)C#N)COC(CC2CCCCC2)=O)C(C)(C)C